Cl.C1(CC1)C(=O)NC1=CC=C(N=N1)C(=O)NC 6-(Cyclopropanecarboxamido)-N-methylpyridazine-3-carboxamide Hydrochloride salt